C1(CC1)C1=CC=C(C=C1)[C@H]1CN(CCN1C(CNC(\C=C\C1=C(C=C(C=C1)C(F)(F)F)F)=O)=O)CCCC(=O)O 4-[(3S)-3-(4-cyclopropylphenyl)-4-[2-[[(E)-3-[2-fluoro-4-(trifluoromethyl)phenyl]prop-2-enoyl]amino]acetyl]piperazin-1-yl]butanoic acid